COC=1C=CC(=C2C(=CNC12)C)CNC1=CN=C2C(=N1)N=C(C=C2)N2C[C@H](CC2)O (3S)-1-(3-{[(7-methoxy-3-methyl-1H-indol-4-yl)methyl]amino}pyrido[2,3-b]pyrazin-6-yl)pyrrolidin-3-ol